tert-butyl 3-(fluorobenzene-2-sulfinyl)-propionate FC1=C(C=CC=C1)S(=O)CCC(=O)OC(C)(C)C